4-nitro-2-(((±)-2,4,5-trimethylpiperazin-1-yl)methyl)phenol [N+](=O)([O-])C1=CC(=C(C=C1)O)CN1C(CN(C(C1)C)C)C